BrC1=CC=C(C=C1)C1C(NC(CC1)=O)=O 3-(4-bromophenyl)-piperidine-2,6-dione